NC1=C(C=2C(=NC(=C(N2)OS(=O)(=O)C(F)(F)F)C#CC2CC2)N1C1=C(C(=CC=C1C)OC)C)C(N)=O trifluoromethanesulfonic acid [6-amino-7-carbamoyl-3-(2-cyclopropylethynyl)-5-(3-methoxy-2,6-dimethyl-phenyl) pyrrolo[2,3-b]Pyrazin-2-yl]Ester